(7-methyl-6-(4-(3-methyltetrahydrofuran-3-yl)piperazin-1-yl)isoquinolin-3-yl)carbamic acid tert-butyl ester C(C)(C)(C)OC(NC=1N=CC2=CC(=C(C=C2C1)N1CCN(CC1)C1(COCC1)C)C)=O